NC1=NC=2CCCCC2C(=N1)N[C@@](CNC(C)=O)(CCCC)C (R)-N-(2-((2-amino-5,6,7,8-tetrahydroquinazolin-4-yl)amino)-2-methylhexyl)acetamide